C(C)(=O)NN=CC1=CN(C2=CC=C(C=C12)F)C[C@](C(=O)NC1=CC(=C(C=C1)C#N)C(F)(F)F)(C)O (S)-3-(3-((2-Acetylhydrazono)methyl)-5-fluoro-1H-indol-1-yl)-N-(4-cyano-3-(trifluoromethyl)phenyl)-2-hydroxy-2-methylpropanamide